C[C@H]1N(CCC2=C1C1=C(N=NC(=C1)C1=C(C=CC=C1)O)N2)C2=NC=C(C=N2)N2C[C@H](N(CC2)C2CC1(CNC1)C2)C 2-((R)-5-methyl-6-(5-((R)-3-methyl-4-(2-azaspiro[3.3]heptan-6-yl)piperazin-1-yl)pyrimidin-2-yl)-6,7,8,9-tetrahydro-5H-pyrido[3',4':4,5]pyrrolo[2,3-c]pyridazin-3-yl)phenol